CCC(CC)OCCNCCCN1CCCC1 N-(2-(3-pentoxy)ethyl)-3-(pyrrolidinyl)propan-1-amine